N-(5-methoxypyridin-2-yl)benzenesulfonamide COC=1C=CC(=NC1)NS(=O)(=O)C1=CC=CC=C1